(6,8-dichloro-5-fluoro-3,4-dimethyl-2,7-naphthyridin-1-yl) trifluoromethanesulfonate FC(S(=O)(=O)OC1=NC(=C(C2=C(C(=NC(=C12)Cl)Cl)F)C)C)(F)F